ClC=1C(=C(C(=CC1N1C[C@]2(CCC2N2CC(CC2)(C)C)CC1)F)S(=O)(=O)N(CC1=CC=C(C=C1)OC)C1=NC(=CC=C1)F)F 3-chloro-4-((4S)-1-(3,3-dimethylpyrrolidin-1-yl)-6-azaspiro[3.4]octan-6-yl)-2,6-difluoro-N-(6-fluoropyridin-2-yl)-N-(4-methoxybenzyl)benzenesulfonamide